N-(5-chloro-6-(2H-1,2,3-triazol-2-yl)pyridin-3-yl)-1-(2-cyanoquinolin-4-yl)-5-(trifluoromethyl)-1H-pyrazole-4-carboxamide ClC=1C=C(C=NC1N1N=CC=N1)NC(=O)C=1C=NN(C1C(F)(F)F)C1=CC(=NC2=CC=CC=C12)C#N